CSC1=NC=CC(=N1)C1=NC=2N(C=C1)N=CC2 5-(2-methylsulfanylpyrimidin-4-yl)pyrazolo[1,5-a]pyrimidine